ClCC1=NSCC1=O Chloromethyl-isothiazolinon